CC=1C(=NC=CC1)C(=O)NC1=CC=C(C=C1)N1C2=C(NCC=C1)C1=CC=CC=C1C=C2 5-[4-[(3-methylpyridin-2-yl)carbonylamino]phenyl]-1H-naphtho[1,2-b][1,4]diazepine